N(=C=O)C(C)(C)C1=CC=C(C=C1)C(C)(N=C=O)C 1,4-bis(1-isocyanato-1-methylethyl)-benzene